tert-butyl 3-(4-bromo-2-ethylbenzamido)azetidine-1-carboxylate BrC1=CC(=C(C(=O)NC2CN(C2)C(=O)OC(C)(C)C)C=C1)CC